N-((8-chloro-1,2,3,5,6,7-hexahydro-s-indacen-4-yl)carbamoyl)-4-((((1-hydroxycyclobutyl)methyl)(methyl)amino)methyl)-5-methylfuran-2-sulfonamide ClC=1C=2CCCC2C(=C2CCCC12)NC(=O)NS(=O)(=O)C=1OC(=C(C1)CN(C)CC1(CCC1)O)C